C(C)(=O)N[C@H]1[C@@H](C=C(C[C@@H]1NCC=1C=C(C(=CC1)F)C1=CC=CC=C1)C(=O)O)OC(CC)CC (3R,4R,5S)-4-acetamido-5-((6-fluoro-[1,1'-biphenyl]-3-yl)methyl)amino-3-(pentan-3-yloxy)cyclohex-1-en-1-carboxylic acid